C(=O)(OC(C)(C)C)N1CC(=CC=C1)O (S)-N-boc-3-pyridinol